C(CCC)N1C(=[N+](C=C1)C)C 1-Butyl-2,3-dimethylimidazolium